BrC1=CC=CC=2OC(OC21)(C)C2=CC=C(S2)C#N 5-(4-bromo-2-methylbenzo[d][1,3]dioxol-2-yl)thiophene-2-carbonitrile